2-(3-methyl-5-(pyridin-4-ylamino)phenyl)-5-(pyridin-4-ylamino)isoindolin-1-one CC=1C=C(C=C(C1)NC1=CC=NC=C1)N1C(C2=CC=C(C=C2C1)NC1=CC=NC=C1)=O